OC(=O)C(F)(F)F.[C@H]12CNC[C@@H]2C1C1=NN=C2N1C=C(C=C2)C 3-[(1R,5S,6r)-3-azabicyclo[3.1.0]hex-6-yl]-6-methyl-[1,2,4]triazolo[4,3-a]pyridine TFA salt